C(CCC\C=C/C\C=C/C\C=C/C\C=C/CCCCC)(=O)N[C@@H](C)C(=O)O N-arachidonoyl-alanine